(R)-N-(4-((2-((5-(tert-butyl)-1-(1-(2-methoxyethyl)pyrrolidin-3-yl)-1H-pyrazol-3-yl)amino)-7-chloro-1-methyl-1H-imidazo[4,5-b]pyridin-6-yl)oxy)pyridin-2-yl)cyclopropanecarboxamide C(C)(C)(C)C1=CC(=NN1[C@H]1CN(CC1)CCOC)NC=1N(C=2C(=NC=C(C2Cl)OC2=CC(=NC=C2)NC(=O)C2CC2)N1)C